3-[2-(7-methylspiro[2H-benzofuran-3,1'-cyclopropane]-4-yl)oxypyrimidin-5-yl]-1H-imidazo[4,5-b]pyridine-2-one CC1=CC=C(C2=C1OCC21CC1)OC1=NC=C(C=N1)N1C(NC=2C1=NC=CC2)=O